F[P-](F)(F)(F)(F)F.OCCN1CN(C=C1)CCCCCCCC 1-(2'-hydroxyethyl)-3-octyl-imidazole hexafluorophosphate